(phenyl)(biphenylyl)(carbazolyl)di(biphenylyl)(carbazolylbiphenylyl)amine C1(=CC=CC=C1)C1=C(C(=C(C(=C1C1=CC=CC=C1)N(C1=C(C=CC=C1)C1=CC=CC=C1)C1=C(C=CC=C1)C1=CC=CC=C1)C1=CC=CC=2C3=CC=CC=C3NC12)C1=CC=CC=2C3=CC=CC=C3NC12)C1=C(C=CC=C1)C1=CC=CC=C1